3-(5-(4-((4-(4-(2-amino-8-chloro-9-oxo-4,9-dihydropyrazolo[5,1-b]quinazolin-3-yl)phenyl)piperazin-1-yl)methyl)piperidin-1-yl)-1-oxoisoindolin-2-yl)piperidine-2,6-dione NC1=NN2C(NC=3C=CC=C(C3C2=O)Cl)=C1C1=CC=C(C=C1)N1CCN(CC1)CC1CCN(CC1)C=1C=C2CN(C(C2=CC1)=O)C1C(NC(CC1)=O)=O